3-(3-(4-chloro-3-trifluoromethylphenyl)ureido)-8-fluoro-N-(2-hydroxyethyl)-2,3,4,9-tetrahydro-1H-carbazole-5-carboxamide ClC1=C(C=C(C=C1)NC(NC1CCC=2NC=3C(=CC=C(C3C2C1)C(=O)NCCO)F)=O)C(F)(F)F